methyl 2-bromo-3-fluoro-4-(2-((tetrahydro-2H-pyran-2-yl)oxy)ethoxy)benzoate BrC1=C(C(=O)OC)C=CC(=C1F)OCCOC1OCCCC1